C(CCC)[P+](CC1=CC=C(C=C1)C=C)(CCCC)CCCC tributyl(4-vinylbenzyl)phosphonium